NC=1C2=C(N=CN1)N(C=C2CC)[C@@H]2[C@H]([C@H]([C@@H](C2)CNCCCNCCC2=CC=CC=C2)O)O (1S,2R,3s,5S)-3-(4-Amino-5-ethyl-7H-pyrrolo[2,3-d]pyrimidin-7-yl)-5-(((3-(phenethylamino)propyl)amino)methyl)cyclopentane-1,2-diol